tert-butyl 9-((7-oxoheptyl)oxy)nonanoate O=CCCCCCCOCCCCCCCCC(=O)OC(C)(C)C